(Z)-non-3-en-1-yl 6-bromohexanoate BrCCCCCC(=O)OCC\C=C/CCCCC